(S)-4-{[(4-methyl-1-propyl-1H-imidazol-5-yl)methyl]sulfinyl}aniline CC=1N=CN(C1C[S@](=O)C1=CC=C(N)C=C1)CCC